CCN(CC)C(C1=CC=CC(=C1)C)(F)F N,N-diethyl-α,α-difluoro-3-methylbenzylamine